N1=C(N=CC2=CC=CN=C12)C1=CC=CC=C1COC(=O)N1CCOCC1.N1=C(C=CC=C1)C=1C(NC=CC1)=O pyridyl-pyridone 8-AzaquinazolineBenzyl-morpholine-4-carboxylate